NC1=NC2=C(C=3N1N=C(N3)C3=NC=CC=C3)C(=C(N2CCN2CCN(CC2)C2=C(C=CC(=C2)C=2OC=CN2)F)C(=O)OC)Cl methyl 5-amino-9-chloro-7-(2-(4-(2-fluoro-5-(oxazol-2-yl)phenyl)piperazin-1-yl)ethyl)-2-(pyridin-2-yl)-7H-pyrrolo[3,2-e][1,2,4]triazolo[1,5-c]pyrimidine-8-carboxylate